N1(CCCC1)[Si]1(O[SiH](O[SiH](O[SiH](O1)C)C)C)C 2-pyrrolidinyl-2,4,6,8-tetramethyl-cyclotetrasiloxane